NC1=NC(=C2N=CN(C2=N1)[C@H]1C=C[C@H](C1)CO)N(C)C ((1s,4r)-4-(2-amino-6-(dimethylamino)-9H-purin-9-yl)cyclopent-2-en-1-yl)methanol